(2E)-2-hexenyl-(7E)-9,9-diethoxy-7-nonenoic acid C(=C\CCCC)/C(C(=O)O)CCCC\C=C\C(OCC)OCC